4-(3-amino-4-methoxyphenoxy)butane-1-sulfonic acid NC=1C=C(OCCCCS(=O)(=O)O)C=CC1OC